1-(3-cyclopropylbenzimidazol-5-yl)ethanone C1(CC1)N1C=NC2=C1C=C(C=C2)C(C)=O